[Cl-].CN(C)C(=[NH2+])N(C)C N-bis(dimethylamino)methylene-ammonium chloride salt